COC1=CC=C(CC2(N(CCC=3CCCCC23)C)CC2=C(C=CC=C2)OC)C=C1 1-(4-methoxy-benzyl)-2-methyl-1,2,3,4,5,6,7,8-octahydro-1-(methoxyphenyl)methylisoquinoline